BrC1=CC=C(C2=CC=CC=C12)NC(=O)C1=C(C2=CN(N=C2C=C1)C)F N-(4-bromo-1-naphthyl)-4-fluoro-2-methyl-indazole-5-carboxamide